ClC1=C(C=CC=C1)N1C(N=C(C2=C1N=C(C=C2)C(F)(F)F)NC2(CCC2)C#N)=O 1-((1-(2-chlorophenyl)-2-oxo-7-(trifluoromethyl)-1,2-dihydropyrido[2,3-d]pyrimidin-4-yl)amino)cyclobutane-1-carbonitrile